N-methyl-3-(1H-pyrrolo[2,3-b]pyridin-5-yl)-4-[4-(trifluoromethyl)phenoxy]benzene-1-sulfonamide CNS(=O)(=O)C1=CC(=C(C=C1)OC1=CC=C(C=C1)C(F)(F)F)C=1C=C2C(=NC1)NC=C2